(R)-5-chloro-2-(3-(methoxymethyl)morpholino)pyridin-4-amine ClC=1C(=CC(=NC1)N1[C@@H](COCC1)COC)N